4-[(4E)-1-(carboxymethyl)-4-[(4-hydroxyphenyl)methylene]-5-oxoimidazol-2-yl]-4-iminobutyric acid C(=O)(O)CN1C(=N/C(/C1=O)=C/C1=CC=C(C=C1)O)C(CCC(=O)O)=N